Bis[fluorosulfonyl]amide FS(=O)(=O)[N-]S(=O)(=O)F